6-(5-methyl-2-piperidyl)pyridin-3-amine CC1CCC(NC1)C1=CC=C(C=N1)N